butyl-5'-chloro-4-(2-methoxyphenyl)-2'-oxo-4H-spiro[cyclopenta[c]benzopyran-1,3'-indoline]-2-carbonitrile C(CCC)N1C(C2(C3=CC(=CC=C13)Cl)C(=CC=1C(OC3=C(C12)C=CC=C3)C3=C(C=CC=C3)OC)C#N)=O